((4R,5R,6R)-4,5-bis(benzyloxy)-6-((benzyloxy)methyl)tetrahydro-2H-pyran-3-yl)methanol C(C1=CC=CC=C1)O[C@@H]1C(CO[C@@H]([C@@H]1OCC1=CC=CC=C1)COCC1=CC=CC=C1)CO